methyl 3-(2-(((1r,3r)-3-((t-butyloxycarbonyl)amino)cyclobutyl)amino)-5-(trifluoromethyl)pyrimidin-4-yl)-7-(dimethylphosphoryl)-1H-indole-6-carboxylate C(C)(C)(C)OC(=O)NC1CC(C1)NC1=NC=C(C(=N1)C1=CNC2=C(C(=CC=C12)C(=O)OC)P(=O)(C)C)C(F)(F)F